4-{4-[3-(2-[1,2,4]Triazol-1-yl-5-trifluoromethyl-phenyl)-ureido]-phenoxy}-pyridine-2-carboxylic acid methylamide CNC(=O)C1=NC=CC(=C1)OC1=CC=C(C=C1)NC(=O)NC1=C(C=CC(=C1)C(F)(F)F)N1N=CN=C1